ClC1=CC=C(C=C1)NC([C@@H](C)C1CC2(CN(C2)C2=NOC(=C2)C(F)F)C1)=O (S)-N-(4-chlorophenyl)-2-(2-(5-(difluoromethyl)isoxazol-3-yl)-2-azaspiro[3.3]heptan-6-yl)propionamide